2-(benzoyloxyimino)-3-cyclopentyl-1-(4-(phenylsulfanyl)phenyl)propan-1-one C(C1=CC=CC=C1)(=O)ON=C(C(=O)C1=CC=C(C=C1)SC1=CC=CC=C1)CC1CCCC1